4-[1-(1,3-benzothiazol-2-yl)propan-2-yl]benzene-1,3-diol S1C(=NC2=C1C=CC=C2)CC(C)C2=C(C=C(C=C2)O)O